(5Z,8Z,11Z,14Z,17Z)-icosa-5,8,11,14,17-pentaen-1-ol C(CCC\C=C/C\C=C/C\C=C/C\C=C/C\C=C/CC)O